Tert-butyl (7-(((S)-1-((2S,4R)-4-hydroxy-2-(((S)-1-(4-(4-methylthiazol-5-yl)phenyl)ethyl)carbamoyl)pyrrolidin-1-yl)-3,3-dimethyl-1-oxobutan-2-yl)amino)-7-oxoheptyl)carbamate O[C@@H]1C[C@H](N(C1)C([C@H](C(C)(C)C)NC(CCCCCCNC(OC(C)(C)C)=O)=O)=O)C(N[C@@H](C)C1=CC=C(C=C1)C1=C(N=CS1)C)=O